3-nitro-azelaic acid [N+](=O)([O-])C(CC(=O)O)CCCCCC(=O)O